CC(CC1=C(C=CC(=C1)F)N\N=C(\C(=O)OCC)/C)(C)C ethyl (2E)-2-[[2-(2,2-dimethylpropyl)-4-fluorophenyl]hydrazono]propanoate